O[C@@H]1CN(CC[C@H]1OC1=CC(=CC=C1)C(F)(F)F)C1=CC(N(C=2C=CC(=NC12)C#N)C)=O |r| (±)-trans-8-(3-hydroxy-4-(3-(trifluoromethyl)phenoxy)piperidin-1-yl)-5-methyl-6-oxo-5,6-dihydro-1,5-naphthyridine-2-carbonitrile